O1COC2=C1C=CC=C2N(C2CCC(CC2)N(C2=C(C(N(C1=CC=C(N=C21)Cl)C)=O)C#N)C)CC2CCC2 4-((4-(benzo[d][1,3]dioxol-4-yl(cyclobutylmethyl)amino)cyclohexyl)(methyl)amino)-6-chloro-1-methyl-2-oxo-1,2-dihydro-1,5-naphthyridine-3-carbonitrile